(S)-(3-(2,4-dichlorophenyl)-2,3-dihydrobenzo[b][1,4]dioxin-5-yl)piperidine ClC1=C(C=CC(=C1)Cl)[C@@H]1OC2=C(OC1)C=CC=C2N2CCCCC2